CN1N=C2C(=CC(=CC2=C1)C=1C=CC(=C(C1)O)C1=CN=C(N=N1)N1C[C@@H](NCC1)C(C)C)C 5-(2,7-dimethyl-2H-indazol-5-yl)-2-{3-[(3S)-3-(prop-2-yl)piperazin-1-yl]-1,2,4-triazin-6-yl}phenol